p-hexyl-benzyl bromide C(CCCCC)C1=CC=C(CBr)C=C1